1-(4-Bromophenyl)-2-(2,5-difluorophenyl)-2,11-dihydroimidazo[1',5':1,2]pyrido[3,4-b]indol-4-ium chloride [Cl-].BrC1=CC=C(C=C1)C=1N(C=[N+]2C1C=1NC3=CC=CC=C3C1C=C2)C2=C(C=CC(=C2)F)F